C(C)OC(C(CC)(CC)C1=NC=NC(=C1[N+](=O)[O-])N)=O ethyl-2-(6-amino-5-nitropyrimidin-4-yl)-2-ethylbutanoate